BrC1=C2CC(N(CC2=CC=C1)C)(C)C 5-bromo-2,3,3-trimethyl-1,2,3,4-tetrahydroisoquinoline